[Li].C(C)(C)(C)OC(=O)N1CCCC=2C=CC(=NC12)CCCCC(=O)O 5-(8-(tert-Butoxycarbonyl)-5,6,7,8-tetrahydro-1,8-naphthyridin-2-yl)pentanoic acid lithium